2-(2-quinolinyl)-4-(acetoxy)-5-amino-3(2H)-furanone N1=C(C=CC2=CC=CC=C12)C1OC(=C(C1=O)OC(C)=O)N